N-(6-fluoro-2'-formyl-4-((3S,5R)-3,4,5-trimethylpiperazin-1-yl)-[1,1'-biphenyl]-3-yl)-6-methoxy-4-(trifluoromethyl)nicotinamide FC1=CC(=C(C=C1C1=C(C=CC=C1)C=O)NC(C1=CN=C(C=C1C(F)(F)F)OC)=O)N1C[C@@H](N([C@@H](C1)C)C)C